Di-ethyl-amine C(C)NCC